6-chloro-3-(((R)-1-(2-((R*)-3-(4-fluorophenoxy)pyrrolidin-1-yl)-3,6-dimethyl-4-oxo-3,4-dihydroquinazolin-8-yl)ethyl)amino)-N-(methylsulfonyl)picolinamide ClC1=CC=C(C(=N1)C(=O)NS(=O)(=O)C)N[C@H](C)C=1C=C(C=C2C(N(C(=NC12)N1C[C@@H](CC1)OC1=CC=C(C=C1)F)C)=O)C |o1:29|